(2S,4R)-4-fluoro-2-(((R)-3-fluoro-4-methylpent-3-en-2-yl)carbamoyl)pyrrolidine-1-carboxylic acid tert-butyl ester C(C)(C)(C)OC(=O)N1[C@@H](C[C@H](C1)F)C(N[C@H](C)C(=C(C)C)F)=O